2-((5-(1-(2-hydroxy-2-methylpropyl)-4-methyl-1H-indazol-5-yl)-2,6-naphthyridin-3-yl)amino)-5-(methylsulfonyl)phenol OC(CN1N=CC2=C(C(=CC=C12)C1=C2C=C(N=CC2=CC=N1)NC1=C(C=C(C=C1)S(=O)(=O)C)O)C)(C)C